C1CC12CCN(CC2)C=2C=C(C=CC2N2N=NC(=C2)C2=NC(=NC(=C2)O)N2CCC(CC2)(F)F)NS(=O)(=O)CCO N-(3-{6-azaspiro[2.5]octane-6-yl}-4-{4-[2-(4,4-difluoropiperidin-1-yl)-6-hydroxypyrimidin-4-yl]-1H-1,2,3-triazol-1-yl}phenyl)-2-Hydroxyethane-1-sulfonamide